1-(4-(2-(1,3,4-oxadiazol-2-yl)-4-(trifluoromethyl)benzyl)piperazine-1-carbonyl)-1H-pyrazole-3-carboxylic acid O1C(=NN=C1)C1=C(CN2CCN(CC2)C(=O)N2N=C(C=C2)C(=O)O)C=CC(=C1)C(F)(F)F